4-chloro-N-((1S,2R)-2-(2-isopropyl-3-methylphenyl)-1-(5-oxo-4,5-dihydro-1,3,4-oxadiazol-2-yl)propyl)-2-methoxybenzenesulfonamide ClC1=CC(=C(C=C1)S(=O)(=O)N[C@@H]([C@H](C)C1=C(C(=CC=C1)C)C(C)C)C=1OC(NN1)=O)OC